B1(O[B-]2(OB(O[B-](O1)(O2)O)O)O)O.O.O.O.O.O.O.O.O.O.O.[Na+].[Na+] The molecule is a hydrate that is the decahydrate form of disodium tetraborate. It has a role as a protective agent. It is a hydrate, an inorganic sodium salt, a tetraborate(2-) and a boron molecular entity. It contains a disodium tetraborate.